methyl (1R,4R)-4-(6-(5-cyano-1H-pyrazolo[3,4-b]pyridin-1-yl)-4-(cyclopropylamino)nicotinamido)cyclohexane-1-carboxylate C(#N)C=1C=C2C(=NC1)N(N=C2)C2=NC=C(C(=O)NC1CCC(CC1)C(=O)OC)C(=C2)NC2CC2